C(C)(C)(C)OC=1C=CC(=NC1)N1C=C(C=C1C)C(=O)NC1=CC(=CC(=C1)NS(=O)(=O)C)Cl 1-(5-(tert-butoxy)pyridin-2-yl)-N-(3-chloro-5-(methylsulfonamido)phenyl)-5-methyl-1H-pyrrole-3-carboxamide